C(C)(C)(C)OC(=O)N[C@H](C(=O)OC)C[C@@H](C(=O)OC)CC#N dimethyl (2S,4R)-2-((tert-butoxycarbonyl)amino)-4-(cyanomethyl)pentanedioate